2-methoxy-N'-methyl-3-nitrobenzoyl-hydrazine tert-butyl-4-(8-chloro-6-fluoro-7-(2-fluoro-6-hydroxyphenyl)-1H-imidazo[4,5-c]quinolin-1-yl)piperidine-1-carboxylate C(C)(C)(C)OC(=O)N1CCC(CC1)N1C=NC=2C=NC=3C(=C(C(=CC3C21)Cl)C2=C(C=CC=C2O)F)F.COC2=C(C(=O)NNC)C=CC=C2[N+](=O)[O-]